2'-O-methyl-N1-methylguanosine CO[C@H]1[C@@H](O[C@@H]([C@H]1O)CO)N1C=NC=2C(=O)N(C(N)=NC12)C